C=1N=CN2C1C1=CC=CC=C1C2C2C(C1CCC2CC1)O 3-(5H-imidazo[5,1-a]isoindol-5-yl)bicyclo[2.2.2]octan-2-ol